3,7-dimethylpentadecan-2-ol CC(C(C)O)CCCC(CCCCCCCC)C